2-(Benzothiazol-2-yl)-8-hydroxyquinoline S1C(=NC2=C1C=CC=C2)C2=NC1=C(C=CC=C1C=C2)O